FC1=CC(=C(C(=C1)C)C=1C=C(C=NC1)\C=N\[S@](=O)C(C)(C)C)O (R,E)-N-((5-(4-Fluoro-2-hydroxy-6-methylphenyl)pyridin-3-yl)methylene)-2-methylpropane-2-sulfinamide